C(C)(C)(C)OC(=O)N1CCC(CC1)C1=CC(=C(C=C1)C)C(=O)OC 4-(3-(methoxycarbonyl)-4-methylphenyl)piperidine-1-carboxylic acid tert-butyl ester